lithium 2,3-dihydroxypropanesulfonate OC(CS(=O)(=O)[O-])CO.[Li+]